2-chloro-N-(4-nitrobenzyl)quinoline-4-carboxamide ClC1=NC2=CC=CC=C2C(=C1)C(=O)NCC1=CC=C(C=C1)[N+](=O)[O-]